4-(4-fluorophenyl)-3-oxo-3,4-dihydropyrazine-2-formic acid FC1=CC=C(C=C1)N1C(C(=NC=C1)C(=O)O)=O